5-(1H-imidazol-1-yl)-N-((1r,4r)-4-(trifluoromethyl)cyclohexyl)-1H-pyrazolo[4,3-d]pyrimidine-7-carboxamide N1(C=NC=C1)C=1N=C(C2=C(N1)C=NN2)C(=O)NC2CCC(CC2)C(F)(F)F